OB1OCC2=C1C=CC(=C2)C=2NC(C1=C(N2)CCSC1)=O 2-(1-hydroxy-1,3-dihydrobenzo[c][1,2]oxaborol-5-yl)-3,5,7,8-tetrahydro-4H-thiopyrano[4,3-d]pyrimidin-4-one